Cl.NC(C(=O)O)CC(F)F 2-amino-4,4-difluorobutyrate hydrochloride